2-(4-Cyano-phenoxy)-N-(5,6-dimethoxy-benzothiazol-2-yl)-2-[4-(2-methoxy-ethylsulfamoyl)-phenyl]-acetamide C(#N)C1=CC=C(OC(C(=O)NC=2SC3=C(N2)C=C(C(=C3)OC)OC)C3=CC=C(C=C3)S(NCCOC)(=O)=O)C=C1